C(C)(C)C1=CC(=NC(=N1)N(CCC)C(C)C)C(=O)NC1=CC=C(C(=O)O)C=C1 4-(6-Isopropyl-2-(isopropyl-(propyl)amino)pyrimidine-4-amido)benzoic acid